5-hydroxy-6-methyl-4-(((E)-pyridin-3-ylmethylene)amino)-4,5-dihydro-1,2,4-triazin-3(2H)-one OC1N(C(NN=C1C)=O)/N=C/C=1C=NC=CC1